tert-butyl 4-[(1S,4R,5R)-5-[[5-cyclopropyl-3-(2,6-dichlorophenyl)-1,2-oxazol-4-yl]methoxy]-3-oxo-2-azabicyclo[2.2.1]heptan-2-yl]-3-fluorobenzoate C1(CC1)C1=C(C(=NO1)C1=C(C=CC=C1Cl)Cl)CO[C@H]1[C@@H]2C(N([C@H](C1)C2)C2=C(C=C(C(=O)OC(C)(C)C)C=C2)F)=O